1-(3-chloro-2-fluorobenzoyl)-4-((3-fluoro-6-(thiazol-2-ylamino)pyridin-2-yl)methyl)-2-methylpiperidine-4-carboxylic acid ClC=1C(=C(C(=O)N2C(CC(CC2)(C(=O)O)CC2=NC(=CC=C2F)NC=2SC=CN2)C)C=CC1)F